FC1=C(C(=CC(=C1)C)OCOC)C1=C2C(=C(N=N1)N[C@H]1CN(CCC1)CCO[Si](C)(C)C(C)(C)C)C=NC=C2 1-[2-Fluoro-6-(methoxymethoxy)-4-methyl-phenyl]-N-[(3R)-1-[2-[tert-butyl-(dimethyl)silyl]-oxyethyl]-3-piperidinyl]pyrido[3,4-d]pyridazin-4-amine